(R)-2-chloro-5-nitro-4-(2-(3-((2-(trimethylsilyl)ethoxy)methoxy)propyl)piperidin-1-yl)benzonitrile ClC1=C(C#N)C=C(C(=C1)N1[C@H](CCCC1)CCCOCOCC[Si](C)(C)C)[N+](=O)[O-]